N-(3-((S)-1-(1-methyl-1H-imidazol-2-yl)propan-2-yl)phenyl)picolinamide CN1C(=NC=C1)C[C@H](C)C=1C=C(C=CC1)NC(C1=NC=CC=C1)=O